9-(tetrahydro-2H-thiopyran-4-yl)-9H-imidazo[2,1-f]Purine-2-amine S1CCC(CC1)N1C=2N=C(N=CC2N2C1=NC=C2)N